C(=O)(OC(C)(C)C)N([C@@](C(C([2H])([2H])[2H])(C([2H])([2H])[2H])C[2H])(C(=O)O)[2H])[2H] N-Boc-L-tert-leucine-d9